(3E)-6-bromo-3-hexenyloxymethyl ether BrCC/C=C/CCOCOCOCC\C=C\CCBr